methyl 2-({4-[2-(4-chloro-2-fluorophenyl)-2-methyl-1,3-benzodioxol-4-yl] piperidin-1-yl} methyl)-1-(2-methoxyethyl)-1H-imidazo[4,5-b]pyridine-6-carboxylate ClC1=CC(=C(C=C1)C1(OC2=C(O1)C=CC=C2C2CCN(CC2)CC=2N(C=1C(=NC=C(C1)C(=O)OC)N2)CCOC)C)F